1-nonyl-1-butylpyrrolidinium cyanide [C-]#N.C(CCCCCCCC)[N+]1(CCCC1)CCCC